Tert-Butyl 3-(6-tert-butylsulfonyl-3-pyridyl)azetidine-1-carboxylate C(C)(C)(C)S(=O)(=O)C1=CC=C(C=N1)C1CN(C1)C(=O)OC(C)(C)C